(E)-3-(2-((1S,4S)-5-((1,3-dimethyl-1H-pyrazol-5-yl)methyl)-2,5-diazabicyclo[2.2.1]heptan-2-yl)phenyl)-N-hydroxyacrylamide CN1N=C(C=C1CN1[C@@H]2CN([C@H](C1)C2)C2=C(C=CC=C2)/C=C/C(=O)NO)C